tert-Butyl 4-(6-(2-methyl-7-(trifluoromethyl)-2H-indazol-5-yl)quinoxalin-2-yl)piperidine-1-carboxylate CN1N=C2C(=CC(=CC2=C1)C=1C=C2N=CC(=NC2=CC1)C1CCN(CC1)C(=O)OC(C)(C)C)C(F)(F)F